(S)-2-((4-(6-((imidazo[1,2-a]pyridin-8-yl)methoxy)pyridin-2-yl)piperidin-1-yl)methyl)-1-((oxetan-2-yl)methyl)-1H-benzo[d]imidazole-6-carboxylic acid tert-butyl ester C(C)(C)(C)OC(=O)C=1C=CC2=C(N(C(=N2)CN2CCC(CC2)C2=NC(=CC=C2)OCC=2C=3N(C=CC2)C=CN3)C[C@H]3OCC3)C1